1-eicosanoyl-2-(5Z,8Z,11Z,14Z,17Z-eicosapentaenoyl)-glycero-3-phosphoserine CCCCCCCCCCCCCCCCCCCC(=O)OC[C@H](COP(=O)(O)OC[C@@H](C(=O)O)N)OC(=O)CCC/C=C\C/C=C\C/C=C\C/C=C\C/C=C\CC